C(CCC)OC(NS(=O)(=O)C=1SC(=CC1C1=CC=C(C=C1)CN1C(=NC=C1)C(C)(C)C)CC(C)C)=O ((3-(4-((2-(tert-butyl)-1H-imidazol-1-yl)methyl)phenyl)-5-isobutylthiophen-2-yl)sulfonyl)carbamic acid butyl ester